FC1(CCC(CC1)[C@H](NC(=O)C1=NC=NN1CC)C=1OC2=C(N1)C=C(C=C2F)[C@@H](COC)N2C(N[C@@H](C2)C(F)(F)F)=O)F N-((S)-(4,4-difluorocyclohexyl)(7-fluoro-5-((S)-2-methoxy-1-((S)-2-oxo-4-(trifluoromethyl)imidazolidin-1-yl)ethyl)benzo[d]oxazol-2-yl)methyl)-1-ethyl-1H-1,2,4-triazole-5-carboxamide